The molecule is a 1,2-diacyl-sn-glycerol in which the acyl groups at positions 1 and 2 are specified as palmitoyl and arachidonoyl respectively. It derives from an arachidonic acid and a hexadecanoic acid. CCCCCCCCCCCCCCCC(=O)OC[C@H](CO)OC(=O)CCC/C=C\\C/C=C\\C/C=C\\C/C=C\\CCCCC